sulfosuccinic acid mono-sodium [Na].S(=O)(=O)(O)C(C(=O)O)CC(=O)O